C(#N)C1=CC=C(OC(C(=O)NC=2SC=C(N2)C2=CC(=CC=C2)OC)C2=CC=C(C=C2)S(=O)(=O)CC)C=C1 2-(4-cyanophenoxy)-2-[4-(ethylsulfonyl)phenyl]-N-[4-(3-methoxyphenyl)(1,3-thiazol-2-yl)]acetamide